NC1=C(C=CC(=C1)NCC1=CC=C(C=C1)O)NC(CCCCCC(CF)F)=O N-(2-amino-4-((4-hydroxybenzyl)amino)phenyl)-7,8-difluorooctanamide